[La].[Fe].[Co].FC1=CC=CC=C1 p-fluorobenzene cobalt iron lanthanum